1-(tert-butyl) 2-methyl (2R,4S)-4-hydroxypiperidine-1,2-dicarboxylate O[C@@H]1C[C@@H](N(CC1)C(=O)OC(C)(C)C)C(=O)OC